tert-Butyl (S)-4-((2-(3-((3,3-difluorocyclobutyl)amino)-4-(methoxycarbonyl)phenyl)-4-(2,2-difluoroethyl)piperazin-1-yl)methyl)-5-methoxy-7-methyl-1H-indole-1-carboxylate FC1(CC(C1)NC=1C=C(C=CC1C(=O)OC)[C@@H]1N(CCN(C1)CC(F)F)CC1=C2C=CN(C2=C(C=C1OC)C)C(=O)OC(C)(C)C)F